methyl-N-(3-fluoro-4-(4-hydroxyethylaminopiperidin-1-yl)phenyl)-4-(1-isopropyl-1H-pyrazol-4-yl)pyrimidin-2-amine CC=1C(=NC(=NC1)NC1=CC(=C(C=C1)N1CCC(CC1)NCCO)F)C=1C=NN(C1)C(C)C